NC=1C(=NC(=C(N1)F)C1=CC(=C(C=C1)C1CCOCC1)CN1CCC1)C=1C=C2CCNC(C2=CC1)=O 6-(3-amino-6-(3-(azetidin-1-ylmethyl)-4-(tetrahydro-2H-pyran-4-yl)phenyl)-5-fluoropyrazin-2-yl)-3,4-dihydroisoquinolin-1(2H)-one